6-(2,4-dimethyl-1,3-thiazol-5-yl)-2-[[1-(2-methylpyrimidin-4-yl)piperidin-4-yl]methyl]pyridazin-3-one CC=1SC(=C(N1)C)C=1C=CC(N(N1)CC1CCN(CC1)C1=NC(=NC=C1)C)=O